DIPYRIDINYL DISULFIDE C1=CC=NC(=C1)SSC2=CC=CC=N2